C(CC)C(C)=C(C)CCC 2,3-dipropyl-2-butene